BrC=1C=CC=C(C1Br)C1CC(=NN1)C1=CC=C(C=C1)OC1=CC=C(C=C1)OCC 3,4-dibromo-5-(3-(4-(4-ethoxyphenoxy)phenyl)-4,5-dihydro-1H-pyrazol-5-yl)benzene